CN(C(CCCC#CC=1C=NC(=NC1)S(=O)(=O)C)=O)C N,N-dimethyl-6-(2-(methylsulfonyl)pyrimidin-5-yl)hex-5-ynamide